NC1=C(C=CC(=C1)F)NC(=O)C1=NC=CC=C1 N-(2-amino-4-fluorophenyl)pyridine-2-carboxamide